2-cyano-3-ethyl-N-(3-(oxazol-5-yl)-1H-indazol-5-yl)isonicotinamide C(#N)C=1C(=C(C(=O)NC=2C=C3C(=NNC3=CC2)C2=CN=CO2)C=CN1)CC